2-(4-(tert-butyl)phenyl)-5-((methylsulfonyl)methyl)oxazole guanylacetate C(N)(=N)CC(=O)O.C(C)(C)(C)C1=CC=C(C=C1)C=1OC(=CN1)CS(=O)(=O)C